C1(CC1)NC(=O)C1=C(C=C(C=C1OC)C1=CN=C2N1C=CC(=C2)C(C(=O)O)(F)F)OC(F)F 2-[3-[4-(Cyclopropylcarbamoyl)-3-(difluoromethoxy)-5-methoxy-phenyl]imidazo[1,2-a]pyridin-7-yl]-2,2-difluoro-acetic acid